O[C@H]1CC2CC[C@H]3[C@@H]4CCC[C@@]4(C)CC[C@@H]3[C@]2(CC1)C 3α-hydroxy-androstane